2-(3-bromo-2-fluorophenyl)-2,2-difluoroacetic acid ethyl ester C(C)OC(C(F)(F)C1=C(C(=CC=C1)Br)F)=O